chloro-N,N,5-trimethyl-pyrazole-3-carboxamide ClC=1C(=NNC1C)C(=O)N(C)C